N-[3-(4-{6-[(tert-butyldimethylsilyl)oxy]-3-{[(E)-(phenylmethylidene)amino]oxy}hexyl}piperazin-1-yl)-3-oxopropyl]-3-hydroxy-4,5-dimethoxybenzamide [Si](C)(C)(C(C)(C)C)OCCCC(CCN1CCN(CC1)C(CCNC(C1=CC(=C(C(=C1)OC)OC)O)=O)=O)O/N=C/C1=CC=CC=C1